C(C)[C@H]1N(C[C@@H](N(C1)C=1C=2N(N(C(C1)=O)C)C=C(N2)CC#N)C)C(C)C2=CC1=C(N=C(S1)C)C=C2 2-(8-((2s,5r)-5-ethyl-2-methyl-4-(1-(2-methylbenzo[d]thiazol-6-yl)ethyl)piperazin-1-yl)-5-methyl-6-oxo-5,6-dihydroimidazo[1,2-b]pyridazin-2-yl)acetonitrile